2,5-dichlorophenoxyacetic acid ClC1=C(OCC(=O)O)C=C(C=C1)Cl